(2-isopropoxyethoxy)ethan-1-ol C(C)(C)OCCOC(C)O